C(CCCCCCCCC\C=C/CCCC)=O (Z)-11-hexadecen-1-al